C12C(CC(CC1)CC2)COC2=CC(=C(CN1CC(C1)C(=O)NC)C=C2)C 1-(4-(bicyclo[2.2.2]octan-2-ylmethoxy)-2-methylbenzyl)-N-methylazetidine-3-carboxamide